C1(CCCC1)CONC(C1=CC=C(C=C1)NC1=NC=C(C(=N1)NC1=C(C=CC=C1)P(=O)(C)C)C(F)(F)F)=O N-(cyclopentylmethoxy)-4-((4-((2-(dimethylphosphoryl)phenyl)amino)-5-(trifluoromethyl)pyrimidin-2-yl)amino)benzamide